Methyl-(5S)-3-oxo-2-{[6-(trifluoromethyl)pyridin-3-yl]methyl}-2,3,5,6,7,8-hexahydro[1,2,4]triazolo[4,3-a]pyridine-5-carboxylate COC(=O)[C@@H]1CCCC=2N1C(N(N2)CC=2C=NC(=CC2)C(F)(F)F)=O